tert-butyl 4-(2-bromoacetyl)-2-azabicyclo[2.1.1]hexane-2-carboxylate BrCC(=O)C12CN(C(C1)C2)C(=O)OC(C)(C)C